(1-(3-(3,4-dichloro-2-methyl-2H-Indazol-5-yl)-4-cyano-1H-pyrazolo[3,4-d]pyrimidin-6-yl)-4-methylpiperidin-4-yl)tert-butyl carbamate C(N)(OC(CC1(CCN(CC1)C1=NC(=C2C(=N1)NN=C2C2=C(C1=C(N(N=C1C=C2)C)Cl)Cl)C#N)C)(C)C)=O